S(N)(OC[C@H]1OC(O[C@@H]1C1=C(C=CC=C1)C)C1=CC=CC=C1)(=O)=O ((4R,5R)-5-(2-methylphenyl)-2-phenyl-1,3-dioxolan-4-yl)methyl sulfamate